4-{3-[4-(propan-2-yloxy)phenyl]imidazo[1,2-a]pyridin-6-ylphenyl}oxetan-3-ol CC(C)OC1=CC=C(C=C1)C1=CN=C2N1C=C(C=C2)C2=C(C=CC=C2)C2C(CO2)O